C1(=C(C=CC=C1)NC1=CC(=CC(=C1)C(C)(C)C)NC1=C(C=CC=C1)C1=CC=CC=C1)C1=CC=CC=C1 N1,N3-di([1,1'-biphenyl]-2-yl)-5-(tert-butyl)benzene-1,3-diamine